6-(2-(6-((7R)-7-amino-2-azabicyclo[2.2.1]heptane-2-carbonyl)-3-methylbenzofuran-2-yl)-1-(cyclopropylmethyl)-1H-pyrrolo[2,3-b]pyridin-6-yl)isoindolin-1-one N[C@H]1C2N(CC1CC2)C(=O)C2=CC1=C(C(=C(O1)C1=CC=3C(=NC(=CC3)C3=CC=C4CNC(C4=C3)=O)N1CC1CC1)C)C=C2